C(C)(C)(C)N1N=C(C=C1NC1=CC(=NC(=C1)C(F)F)OCCCCNC(OC(C)(C)C)=O)[C@@H]1C[C@@H](CC1)O[Si](C)(C)C(C)(C)C tert-butyl (4-((4-((1-(tert-butyl)-3-((1S,3R)-3-((tert-butyldimethylsilyl)oxy)cyclopentyl)-1H-pyrazol-5-yl)amino)-6-(difluoromethyl)pyridin-2-yl)oxy)butyl)carbamate